CC(C)CC(=O)C1=C(C(=C(C(C1=O)(CC=C(C)C)CC=C(C)C)O)CC=C(C)C)[O-] The molecule is a beta-bitter acid(1-) that is the conjugate base of lupulone, obtained by deprotonation of the 1-hydroxy group. It is the major microspecies at pH 7.3 (according to Marvin v 6.2.0.). It is a conjugate base of a lupulone.